C(C)(C)(C)OC(=O)N1CC=2N=C(N=C(C2C1)C1=CC=CC=C1)Cl 2-chloro-4-phenyl-5H-pyrrolo[3,4-d]Pyrimidine-6(7H)-carboxylic acid tert-butyl ester